ethyl-4-isopropyl-cinnamic acid C(C)C(C(=O)O)=CC1=CC=C(C=C1)C(C)C